2-[(5-bromo-1-methyl-pyrazol-3-yl)amino]-N-[3-[tert-butyl(dimethyl)silyl]oxy-2,6-dimethyl-phenyl]thiazole-5-carboxamide BrC1=CC(=NN1C)NC=1SC(=CN1)C(=O)NC1=C(C(=CC=C1C)O[Si](C)(C)C(C)(C)C)C